BrC=1N=C(C=2N(C1)C(=CN2)F)CC2=C(C=C(C(=C2)F)C)F 6-bromo-8-(2,5-difluoro-4-methylbenzyl)-3-fluoroimidazo[1,2-a]pyrazine